[Na].[Na].[Na].COC1=C(C=CC2=C1C=CO2)C(C)=O 1-(4-methoxy-5-benzofuranyl)ethanone trisodium